CN(C)CC=1C=C(C(=NC1)[S@](=O)(N)=NC(NC1=C2CCCC2=CC=2CCCC12)=O)F (S)-5-((dimethylamino)methyl)-3-fluoro-N'-((1,2,3,5,6,7-hexahydro-s-indacen-4-yl)carbamoyl)pyridine-2-sulfonimidamide